2,3-difluoro-4-(2-fluoroethyl)phenol FC1=C(C=CC(=C1F)CCF)O